C(C)(C)(C)OC(=O)N1C[C@@H]2CNC3=NN=C(C=C3N2CC1)C1=C(C=CC=C1)O.C(C)[SiH](C=1OC(=CC1)CCCCC)CC Diethyl-(5-pentylfuran-2-yl)silane tert-butyl-(10S)-4-(2-hydroxyphenyl)-1,5,6,8,12-pentazatricyclo[8.4.0.02,7]tetradeca-2,4,6-triene-12-carboxylate